N7-(2-{4-[5-(2-methoxyethoxy)pyridin-2-yl]piperazin-1-yl}ethyl)-N7-methyl-2-(1,3-oxazol-2-yl)[1,2,4]triazolo[1,5-c]pyrimidine-5,7-diamine COCCOC=1C=CC(=NC1)N1CCN(CC1)CCN(C1=CC=2N(C(=N1)N)N=C(N2)C=2OC=CN2)C